N-((R)-1-cyclopropylethyl)-7-(1-(1-ethoxyethyl)-1H-pyrazol-4-yl)-8-(((S)-1,1,1-trifluoropropan-2-yl)oxy)-[1,2,4]triazolo[1,5-c]pyrimidin-2-amine C1(CC1)[C@@H](C)NC1=NN2C=NC(=C(C2=N1)O[C@H](C(F)(F)F)C)C=1C=NN(C1)C(C)OCC